(2S,3S)-3-amino-1-fluoro-4-phenylbutan-2-ol hydrochloride Cl.N[C@H]([C@@H](CF)O)CC1=CC=CC=C1